C(C1=CC=CC=C1)OC(=O)NCC1(C(N(CC1)C(=O)OC(C)(C)C)=O)O tert-Butyl 3-((((benzyloxy)carbonyl)amino)methyl)-3-hydroxy-2-oxopyrrolidine-1-carboxylate